The molecule is a derivative of uridine, bearing an additional carboxymethylaminomethyl substituent at position 5 on the uracil ring. It is a glycine derivative and a member of uridines. C1=C(C(=O)NC(=O)N1[C@H]2[C@@H]([C@@H]([C@H](O2)CO)O)O)CNCC(=O)O